C(CNC([S-])=S)NC([S-])=S.[Mn+2] manganese N,N'-ethylenebis(dithiocarbamate)